N-Ethyl-N-[(E)-(1-Hydroxy-3H-2,1-benzoxaborol-5-yl)methylenamino]-7H-pyrrolo[2,3-d]pyrimidin-4-amin C(C)N(C=1C2=C(N=CN1)NC=C2)/N=C/C=2C=CC1=C(COB1O)C2